N1(CCCC1)CCCC1=CC=C(C=C1)CCCN1CCCC1 1,4-bis(3-(pyrrolidin-1-yl)propyl)benzene